dimethylaminopropyl-triazine CN(C)CCCC1=NN=NC=C1